tert-butyl 3-(3,6-dichloro-4-cyclopropyl-5-fluoro-2,7-naphthyridin-1-yl)-3,8-diazabicyclo[3.2.1]octane-8-carboxylate ClC=1N=C(C2=CN=C(C(=C2C1C1CC1)F)Cl)N1CC2CCC(C1)N2C(=O)OC(C)(C)C